N1(CCC1)C1=CC=2OCC3N(C2N=C1)CCN(C3)C(CCOCC3NCC3)=O 2-((3-(3-(azetidin-1-yl)-6a,7,9,10-tetrahydropyrazino[1,2-d]pyrido[3,2-b][1,4]oxazin-8(6H)-yl)-3-oxopropoxy)methyl)azetidin